8-hydroxy-4,6-dimethylnonyl hexyloxymethyl ether C(CCCCC)OCOCCCC(CC(CC(C)O)C)C